1-(3-{2-[(4-{[6-(5-Chloro-2-Fluorophenyl)Pyridazin-4-yl]Amino}Quinolin-7-yl)Oxy]Ethyl}-1,3-Diazinan-1-yl)Ethan-1-One ClC=1C=CC(=C(C1)C1=CC(=CN=N1)NC1=CC=NC2=CC(=CC=C12)OCCN1CN(CCC1)C(C)=O)F